CC1(COC2(N1)CCCCC2)C 3,3-Dimethyl-1-oxa-4-azaspiro[4.5]decane